ClC1=C(C=C(OCC(=O)NC23CC(C2)(C3)C(=O)NCC3=CC=C(C=C3)OC(C)C)C=C1)F 3-[2-(4-chloro-3-fluorophenoxy)acetamido]-N-({4-[(propan-2-yl)oxy]phenyl}methyl)bicyclo[1.1.1]pentane-1-carboxamide